2-(1-methyl-4-piperidyl)ethanamine CN1CCC(CC1)CCN